CC1=C(C=C(C(=C1)C)C)C#C 2,4,5-trimethylphenyl-acetylene